ClC1=C(C=C(C=2C(=C3N(C12)CCN(C3)CCC3CN(CCO3)C(=O)OC(C)(C)C)C=3C=NNC3)OCC#N)Cl tert-butyl 2-[2-[6,7-dichloro-9-(cyanomethoxy)-10-(1H-pyrazol-4-yl)-3,4-dihydro-1H-pyrazino[1,2-a]indol-2-yl]ethyl]morpholine-4-carboxylate